C1(CCCCC1)CCCC1C(C1)CO {2-(3-cyclohexylpropyl)cyclopropyl}methanol